ethyl 4,6-bis(benzyloxy)-2,3-dimethylbenzoate C(C1=CC=CC=C1)OC1=C(C(=C(C(=O)OCC)C(=C1)OCC1=CC=CC=C1)C)C